4-(3-bromo-4-methylphenoxy)butanamide BrC=1C=C(OCCCC(=O)N)C=CC1C